3,3-dimethyl-5-(2-methylquinazolin-4-ylamino)indol-2-one CC1(C(NC2=CC=C(C=C12)NC1=NC(=NC2=CC=CC=C12)C)=O)C